CN1N=C(C=C1)C1[C@H]2CN(C[C@@H]12)C(=O)OC(C)(C)C tert-butyl (1R,5S,6r)-6-(1-methyl-1H-pyrazol-3-yl)-3-azabicyclo[3.1.0]hexane-3-carboxylate